IC1=C(C)C=C(C=C1)I 2,5-diiodotoluene